1-(3,4-difluorobenzyl)-2-methoxy-6-(4-methoxy-5H-pyrrolo[3,2-d]pyrimidin-5-yl)-1H-imidazo[4,5-b]pyridine FC=1C=C(CN2C(=NC3=NC=C(C=C32)N3C=CC=2N=CN=C(C23)OC)OC)C=CC1F